3-(5-chloro-2,3,4-trifluorophenyl)-3-oxopropionate ClC=1C(=C(C(=C(C1)C(CC(=O)[O-])=O)F)F)F